rac-(3R,5R)-5-(2-((3-(4-methylpiperazin-1-yl)phenyl)amino)pyrimidin-5-yl)tetrahydrofuran-3-yl isopropylcarbamate C(C)(C)NC(O[C@H]1CO[C@H](C1)C=1C=NC(=NC1)NC1=CC(=CC=C1)N1CCN(CC1)C)=O |r|